C(C)(C)C=1C(=NNC1C=1C=C(C=2N(C1)N=CN2)OC)C=2SC(=C(N2)C)C2CCC(CC2)N2CC1(COC1)C2 6-(4-(2-(4-isopropyl-5-(8-methoxy-[1,2,4]triazolo[1,5-a]pyridin-6-yl)-1H-pyrazol-3-yl)-4-methylthiazol-5-yl)cyclohexyl)-2-oxa-6-azaspiro[3.3]heptane